4-hexadecyloxy-1,3-phenylenediamine C(CCCCCCCCCCCCCCC)OC1=C(C=C(C=C1)N)N